1,3-bis(4-aminophenoxy)-2,2-Dimethylpropane NC1=CC=C(OCC(COC2=CC=C(C=C2)N)(C)C)C=C1